4-(4-oxo-8-phenyl-4H-chromen-2-yl)morpholin O=C1C=C(OC2=C(C=CC=C12)C1=CC=CC=C1)N1CCOCC1